methyl (1s,4s)-4-(4-chloro-3-formyl-2-oxo-1,2-dihydropyridin-1-yl)cyclohexane-1-carboxylate ClC1=C(C(N(C=C1)C1CCC(CC1)C(=O)OC)=O)C=O